FC1=CC=C(C=C1)[C@H](C1CCN(CC1)C(=O)N1C[C@@H]2[C@@H](OCC(N2)=O)CC1)C1=CC=CC=C1 |o1:7| (4aR,8aS)-6-(4-((R or S)-(4-Fluorophenyl)(phenyl)methyl)piperidine-1-carbonyl)hexahydro-2H-pyrido[4,3-b][1,4]oxazin-3(4H)-one